2-[(1S)-1-(3-ethoxy-4-methoxyphenyl)-2-methylsulfonylethyl]-4-[4-(4-piperidylmethyl)piperazin-1-yl]isoindoline-1,3-dione C(C)OC=1C=C(C=CC1OC)[C@@H](CS(=O)(=O)C)N1C(C2=CC=CC(=C2C1=O)N1CCN(CC1)CC1CCNCC1)=O